N-(4-Cyanophenyl)-7-(6-fluorochinolin-4-yl)-2-azaspiro[3.5]nonan-2-carboxamid C(#N)C1=CC=C(C=C1)NC(=O)N1CC2(C1)CCC(CC2)C2=CC=NC1=CC=C(C=C21)F